4-chloro-2-({3-[(2S)-2-(4-chlorophenyl)-2-hydroxyethyl]-1,2,4-oxadiazol-5-yl}methyl)-5-[2-(tetrahydropyran-2-yl)-1,2,3-triazol-4-yl]pyridazin-3-one ClC=1C(N(N=CC1C1=NN(N=C1)C1OCCCC1)CC1=NC(=NO1)C[C@H](O)C1=CC=C(C=C1)Cl)=O